[I-].OC1=C(C=CC=C1)C1=C(C=CC=C1)[P+](C1=CC=CC=C1)(C1=CC=CC=C1)C1=CC=CC=C1 (2'-hydroxy-[1,1'-biphenyl]-2-yl)triphenylphosphonium iodide